CC(C)(CCC(C)C)C(C(C(C(=O)[O-])(C(C)(CCC(C)C)C)C(C)(CCC(C)C)C)(O)C(=O)[O-])C(=O)[O-] tri(2,5-dimethyl-2-hexyl)citrate